C(C)OC([C@H](COC[C@H](C)NC=1C=NN(C(C1C(F)(F)F)=O)CC1=CC=C(C=C1)OC)O)=O (S)-2-hydroxyl-3-((S)-2-((1-(4-methoxybenzyl)-6-oxo-5-(trifluoromethyl)-1,6-dihydropyridazin-4-yl)amino)propoxy)propionic acid ethyl ester